3-pyrroline-1-carboxylic acid butyl ester C(CCC)OC(=O)N1CC=CC1